(benzylamino)-3-(1-methylimidazol-4-yl)benzenesulfonamide C(C1=CC=CC=C1)NC1=C(C=CC=C1C=1N=CN(C1)C)S(=O)(=O)N